ethoxyzirconium tribromide [Br-].[Br-].[Br-].C(C)O[Zr+3]